11-(2-(6-(2-(3-oxa-9-azabicyclo-[3.3.1]nonan-9-yl)thiazol-4-yl)-2,3-difluorophenoxy)acetamido)-N-(4-(2,6-dioxopiperidin-3-yl)phenyl)-undecanamide C12COCC(CCC1)N2C=2SC=C(N2)C2=CC=C(C(=C2OCC(=O)NCCCCCCCCCCC(=O)NC2=CC=C(C=C2)C2C(NC(CC2)=O)=O)F)F